(2-chlorobenzenesulfonyloxyimino)-4-methoxybenzyl cyanide ClC1=C(C=CC=C1)S(=O)(=O)ON=C(C1=CC=C(C=C1)OC)C#N